C(CC)C1CC(C1)=O 3-propyl-cyclobutanone